tert-butyl 4-((1-(3-(methoxycarbonyl)phenyl)piperidin-4-yl)methyl)piperazine-1-carboxylate COC(=O)C=1C=C(C=CC1)N1CCC(CC1)CN1CCN(CC1)C(=O)OC(C)(C)C